CC(C)[Si]1(O[Si](O[Si](O1)(CC)CC)(CC)CC)CC methyl-hexaethyl-cyclotrisiloxane